CC1(O[C@@H]2[C@@H]3[C@@H]([C@H](O[C@@H](O3)C4=CC=CC=C4)CO)O[C@@H]2O1)C 3,5-O-Benzylidene-1,2-O-isopropylidene-α-D-glucofuranose